N=1N2C(=C(C1)C=O)CCC2 5,6-dihydro-4H-pyrrolo[1,2-b]pyrazole-3-carbaldehyde